nonadienol CCC=CCCC=CCO